2-Hexyl-benzimidazole C(CCCCC)C=1NC2=C(N1)C=CC=C2